C(=O)C1=CC=C2C(=CNC2=C1C#N)B1OC(C(O1)(C)C)(C)C 6-formyl-3-(4,4,5,5-tetramethyl-1,3,2-dioxaborolan-2-yl)-1H-indole-7-formonitrile